(2S)-2-(9H-fluoren-9-yl-methoxycarbonylamino)-3-(3-fluorophenyl)propanoic acid C1=CC=CC=2C3=CC=CC=C3C(C12)N([C@H](C(=O)O)CC1=CC(=CC=C1)F)C(=O)OC